3-[(3R)-4,4-difluoro-3-methyl-tetrahydrofuran-3-yl]-1-methyl-1-[(1S)-1-(4-pyridyl)ethyl]urea FC1([C@](COC1)(C)NC(N([C@@H](C)C1=CC=NC=C1)C)=O)F